1,1-dimethylethyl (2R)-2-(aminomethyl)-1-piperidinecarboxylate NC[C@@H]1N(CCCC1)C(=O)OC(C)(C)C